[Ti].[W].[Fe] iron-tungsten-titanium